OCC1([C@@H](O)[C@H](O)[C@H](O1)CO)S fructofuranosyl-sulfan